6-((2,6-dimethyl-pyrimidin-4-yl)amino)-N-ethoxy-4-((4-methyl-2-(N-methyl-ethyl-sulfonamido)phenyl)amino)nicotinamide CC1=NC(=CC(=N1)NC1=NC=C(C(=O)NOCC)C(=C1)NC1=C(C=C(C=C1)C)N(S(=O)(=O)CC)C)C